P(OC1=C(C=C(C=C1C(C)(C)C)C)C(C)(C)C)([O-])[O-] (2,6-di-t-butyl-4-methylphenyl) phosphite